(R,E)-N-(1-(4-bromothiophen-2-yl)ethylidene)-2-methylpropane-2-sulfinamide BrC=1C=C(SC1)\C(\C)=N\[S@](=O)C(C)(C)C